2-chloro-N-(4-(8-ethyl-2-(((1r,4r)-4-(methylamino)cyclohexyl)amino)quinazolin-6-yl)-2-fluorophenyl)benzenesulfonamide ClC1=C(C=CC=C1)S(=O)(=O)NC1=C(C=C(C=C1)C=1C=C2C=NC(=NC2=C(C1)CC)NC1CCC(CC1)NC)F